CN1C=C(C=CC1=O)C1=C(N=CC(=N1)C(=O)N)N1N=CC=N1 6-(1-methyl-6-oxo-1,6-dihydropyridin-3-yl)-5-(2H-1,2,3-triazol-2-yl)pyrazine-2-carboxamide